N-(6-chloroimidazo[1,2-b]pyridazin-2-yl)acetamide ClC=1C=CC=2N(N1)C=C(N2)NC(C)=O